3-chloro-5-[(8R)-7-[(2,4-dimethoxyphenyl)methyl]-8-methyl-6,8-dihydro-5H-[1,2,4]Triazolo[4,3-a]pyrazin-3-yl]-1,2,4-thiadiazole ClC1=NSC(=N1)C1=NN=C2N1CCN([C@@H]2C)CC2=C(C=C(C=C2)OC)OC